ClC1=CC2=C(C3=CC=CC=C3C(=C2C=C1)C1=CC=C(C=C1)OC)C1=CC=C(C=C1)OC 2-Chloro-9,10-bis(4-methoxyphenyl)-Anthracen